NCC1=CC(=C(C=C1)NC(=O)C1=CC2=C(OCCC3=C2SC=C3)C=C1C=1C(=NC(=CC1)C(NCCC)=O)C(=O)O)CC(NCCC)=O 3-(9-((4-(aminomethyl)-2-(2-oxo-2-(propylamino)ethyl)phenyl)carbamoyl)-4,5-dihydrobenzo[b]thieno[2,3-d]oxepin-8-yl)-6-(propylcarbamoyl)picolinic acid